NC=1SC2=C(N1)C(CC(C2)NCCC)[2H] 2-amino-6-propylamino-4,5,6,7-tetrahydrobenzothiazole-d